FC1CC2=CC=CC=C2CC1 2-fluoro-1,2,3,4-tetrahydronaphthalene